C(C)NC1=CC(=C(C=C1)C=1CCSC2=C(C1C1=CC=C(C=C1)O[C@@H]1CN(CC1)CCCF)C=CC(=C2)O)F 4-[4-(ethylamino)-2-fluoro-phenyl]-5-[4-[(3S)-1-(3-fluoropropyl)pyrrolidin-3-yl]oxyphenyl]-2,3-dihydro-1-benzothiepin-8-ol